C[C@@H]1NCC[C@@H](C1)NC1CCOCC1 (2S,4S)-2-methyl-N-(tetrahydro-2H-pyran-4-yl)piperidin-4-amine